(Ra)-6-(1-([1,1'-Biphenyl]-4-ylmethyl)-4-chloro-1H-indazol-7-carboxamido)spiro[3.3]heptan C1(=CC=C(C=C1)CN1N=CC2=C(C=CC(=C12)C(=O)NC1CC2(CCC2)C1)Cl)C1=CC=CC=C1